6-Fluoro-2-(6-{4-[1-(propan-2-yl)piperidin-4-yl]-1,4-diazepan-1-yl}pyridine-2-yl)-1H-1,3-benzodiazole FC=1C=CC2=C(NC(=N2)C2=NC(=CC=C2)N2CCN(CCC2)C2CCN(CC2)C(C)C)C1